FC1=C(C=CC=C1)NC1=NC=C(C(=N1)NN1C(OC2=C1C=CC=C2)=O)C [2-(2-fluoro-phenylamino)-5-methyl-pyrimidin-4-ylamino]-3H-benzooxazol-2-one